C1(CC1)CNC1=C2C(=NC=3C=C(C(=CC13)OC)OCCCN1CCCC1)CCCOC2 N-(cyclopropylmethyl)-9-methoxy-8-[3-(pyrrolidin-1-yl)propoxy]-1H,3H,4H,5H-oxepino[4,3-b]quinolin-11-amine